ClC1(CCC(CC1)CN1[C@@H]([C@H]([C@@H]([C@H](C1)O)O)O)C)Cl (2R,3R,4R,5S)-1-((4,4-dichlorocyclohexyl)methyl)-2-methylpiperidine-3,4,5-triol